BrC=1C=C(C(=NC1)C=1C=NC(=C(C1)C)I)C=CC1=CC=CC=C1 5-Bromo-6'-iodo-5'-methyl-3-styryl-2,3'-bipyridine